(3S)-1-{3-fluoro-4-[7-(5-fluoropyridin-3-yl)-5-[(1R)-1-methyl-1,2,3,4-tetrahydro-isoquinoline-2-carbonyl]pyrazolo[1,5-a]pyrimidin-2-yl]phenyl}pyrrolidine-3-carboxamide FC=1C=C(C=CC1C1=NN2C(N=C(C=C2C=2C=NC=C(C2)F)C(=O)N2[C@@H](C3=CC=CC=C3CC2)C)=C1)N1C[C@H](CC1)C(=O)N